tricyclo[3.1.1.03,6]heptane-6-carboxylic acid C12CC3CC(C31C(=O)O)C2